COC(=O)N(C1=CC=CC=C1)CCCC(=O)O 4-(N-methoxycarbonylanilino)butanoic acid